CC=1N=C(C2=C(N1)C=NC(=C2)N2C[C@@H](CC2)NC(C)=O)N[C@H](C)C2=NC(=NO2)C(F)(F)F |&1:21| N-{(3R)-1-[2-methyl-4-({(1RS)-1-[3-(trifluoromethyl)-1,2,4-oxadiazol-5-yl]ethyl}amino)pyrido[3,4-d]pyrimidin-6-yl]pyrrolidin-3-yl}acetamide